CC1N(CCNC1=C=O)CCN1C(C2=CC=CC=C2C1=O)=O (2-(2-methyl-3-carbonylpiperazin-1-yl)ethyl)isoindoline-1,3-dione